C1(CC1)C1=C(C(=NO1)C1=C(C=CC=C1Cl)Cl)C1=CC2(C1)CCN(CC2)C2=NN1C(C=N2)=C(C=C1)C(=O)O (2-(5-cyclopropyl-3-(2,6-dichlorophenyl)isoxazol-4-yl)-7-azaspiro[3.5]non-1-en-7-yl)pyrrolo[2,1-f][1,2,4]triazine-5-carboxylic acid